FC=1C=C(C=CC1)[B-](C1=CC(=CC=C1)F)(C1=CC(=CC=C1)F)C1=CC(=CC=C1)F.[Li+] lithium tetrakis(3-fluorophenyl)borate